C(CC)N(CCC1=CNC2=CC(=CC=C12)OC(CCCCC(=O)O)=O)CCC 6-((3-(2-(dipropylamino)ethyl)-1H-indol-6-yl)oxy)-6-oxohexanoic acid